C1(CC1)C1=CN=C(N=N1)N[C@@H]1C[C@H](CC1)NC=1N=CC(=NC1)N1N=CC=CC1=O 2-(5-(((1S,3S)-3-((6-Cyclopropyl-1,2,4-triazin-3-yl)amino)cyclopentyl)amino)pyrazin-2-yl)pyridazin-3(2H)-one